N-(triethoxysilyl-butyl)methacrylamide C(C)O[Si](OCC)(OCC)CCCCNC(C(=C)C)=O